FC1=CC(=C(C(=O)C2=C(C3=C(S2)C=C(C=C3)C(=O)OC)OC3=CC=C(C=C3)C=C3CN(C3)CCCF)C(=C1)C)C methyl 2-(4-fluoro-2,6-dimethylbenzoyl)-3-(4-((1-(3-fluoropropyl)azetidin-3-ylidene)methyl)phenoxy)benzo[b]thiophene-6-carboxylate